(3R)-1-[7-[8-ethyl-7-fluoro-3-(methoxymethoxy)-1-naphthyl]-8-fluoro-5-isopropoxy-2-methylsulfanyl-pyrido[4,3-d]pyrimidin-4-yl]-3-methyl-piperidin-3-ol C(C)C=1C(=CC=C2C=C(C=C(C12)C1=C(C=2N=C(N=C(C2C(=N1)OC(C)C)N1C[C@@](CCC1)(O)C)SC)F)OCOC)F